3-(6-(1-(Acetoxyimino)-2-methylpropyl)-9-ethyl-9H-carbazol-3-yl)-1-phenylprop-2-en-1-one C(C)(=O)ON=C(C(C)C)C=1C=C2C=3C=C(C=CC3N(C2=CC1)CC)C=CC(=O)C1=CC=CC=C1